1,2-propanedione 2-(O-acetyloxime) C(C)(=O)ON=C(C=O)C